1'-(4,8-dimethoxy-2-naphthoyl)-7-((1-methyl-1H-pyrazol-5-yl)amino)spiro[isochroman-3,4'-piperidin]-1-one COC1=CC(=CC2=C(C=CC=C12)OC)C(=O)N1CCC2(CC1)OC(C1=CC(=CC=C1C2)NC2=CC=NN2C)=O